(R)-1-(9-(2-cyanopyridin-3-yl)-1-(4-fluorophenyl)-8-methoxy-5,6-dihydroimidazo[5,1-a]isoquinoline-3-carbonyl)-2-methylazetidine-2-carboxamide C(#N)C1=NC=CC=C1C1=C(C=C2CCN3C(C2=C1)=C(N=C3C(=O)N3[C@](CC3)(C(=O)N)C)C3=CC=C(C=C3)F)OC